3-(cyclooct-2-enyl)-2,4-pentanedione C1(C=CCCCCC1)C(C(C)=O)C(C)=O